NC(CC)OC(C=C[Si](OC)(OC)OC)(C)C 3-(1-aminopropyloxy)-3,3-dimethyl-1-propenyl-trimethoxysilane